CC1=CC(=NC(=C1)C=1N=NN(C1)C=1C(=C(C(=O)O)C=CC1)O)C=1N=NN(C1)C=1C(=C(C(=O)O)C=CC1)O 4'-((4-methylpyridin-2,6-diyl)bis(1H-1,2,3-triazole-4,1-diyl))bis(2-hydroxybenzoic acid)